tert-butyl 8-(hydroxymethyl)-2-azaspiro[4.5]decane-2-carboxylate OCC1CCC2(CCN(C2)C(=O)OC(C)(C)C)CC1